N-[3-[(1R)-1-[(6R)-2-hydroxy-4-oxo-6-phenethyl-6-propyl-5H-pyran-3-yl]propyl]phenyl]-5-(trifluoromethyl)pyridine-2-sulfonamide OC=1O[C@](CC(C1[C@H](CC)C=1C=C(C=CC1)NS(=O)(=O)C1=NC=C(C=C1)C(F)(F)F)=O)(CCC)CCC1=CC=CC=C1